C(CCCCC)(=O)OC=1C(OC(CCCCC)=O)=CC(=CC1Br)CC=C 4-allyl-6-bromopyrocatechol di-n-hexanoate